C(C=C)(=O)OC(CCCCCCCC)(C(=O)O)C(=O)O acryloyl-oxynonane-1,1-dicarboxylic acid